NCCCC(C(C(=O)NC1=NN2C(C=CC=C2)=C1C(=O)N)N1C(C=C(C(=C1)OC)C1=C(C=CC(=C1)Cl)C#N)=O)C ({6-amino-2-[4-(5-chloro-2-cyanophenyl)-5-methoxy-2-oxopyridin-1(2H)-yl]-3-methylhexanoyl}amino)pyrazolo[1,5-a]pyridine-3-carboxamide